2-Amino-N-{1-[4-chloro-7-(4-methoxycyclohex-1-en-1-yl)-2H-indazol-6-yl]ethyl}pyrazolo[1,5-a]pyrimidine-3-carboxamide NC1=NN2C(N=CC=C2)=C1C(=O)NC(C)C=1C=C(C2=CNN=C2C1C1=CCC(CC1)OC)Cl